titanium acetate salt C(C)(=O)[O-].[Ti+4].C(C)(=O)[O-].C(C)(=O)[O-].C(C)(=O)[O-]